1-(2-Chloro-6-methylpyridin-4-yl)-N-(cyclopropylmethyl)methanamine ClC1=NC(=CC(=C1)CNCC1CC1)C